BrC1COCC(C1=O)C 3-bromo-5-methyldihydro-2H-pyran-4(3H)-one